C(C)(C)(C)OOC(C)(C)C1=CC=CC=C1 tert.butyl-cumyl peroxide